ethyl 4-(2,2-dimethyl-4,6-dioxo-1,3-dioxan-5-yl)-3-oxobutanoate CC1(OC(C(C(O1)=O)CC(CC(=O)OCC)=O)=O)C